BrC=1C(=C(C(=CC1)F)[C@H]([C@@H](C=1OC(NN1)=O)NS(=O)(=O)C1=C(C(=O)N)C=C(C=C1)Cl)C)C 2-(N-((1S,2R)-2-(3-bromo-6-fluoro-2-methylphenyl)-1-(5-oxo-4,5-dihydro-1,3,4-oxadiazol-2-yl)propyl)sulfamoyl)-5-chlorobenzamide